FC1=C(C(=C(C(=C1F)F)F)[N+](=O)[O-])O 2,3,4,5-tetrafluoro-6-nitrophenol